4-toluenesulfonylmethylisocyanide CC1=CC=C(C=C1)S(=O)(=O)C[N+]#[C-]